C(CCC)[N-]P(=O)([NH-])[NH-] butyl-phosphoryl-triamide